FC(C1=C(C=CC=C1)C=1C=C(C=CC1O)C1(C2=CC=CC=C2C=2C=CC=CC12)C1=CC(=C(C=C1)O)C1=C(C=CC=C1)C(F)(F)F)(F)F 9,9-bis(3-(2-trifluoromethylphenyl)-4-hydroxyphenyl)fluorene